Cl.CN(CCN1CC(CC1)N)C 1-[2-(dimethylamino)ethyl]pyrrolidin-3-amine hydrochloride